2-chloro-5-[1-(difluoromethyl)cyclopropyl]pyridine ClC1=NC=C(C=C1)C1(CC1)C(F)F